4-[6-chloro-8-fluoro-4-hydroxy-2-(methylsulfanyl)-5-[2-(oxan-2-yloxy)ethoxy]quinazolin-7-yl]-3-cyano-7-fluoro-1-benzothiophen-2-ylcarbamate ClC=1C(=C2C(=NC(=NC2=C(C1C1=CC=C(C2=C1C(=C(S2)NC([O-])=O)C#N)F)F)SC)O)OCCOC2OCCCC2